O=C1NC(CCC1N1C(C2=CC=CC(=C2C1=O)N)=O)=O (2-(2,6-dioxopiperidin-3-yl)-dioxoisoindolin-4-yl)amine